heptamethylenedibiguanide N(C(=N)NC(=N)N)CCCCCCCNC(=N)NC(=N)N